O1CN(C=C1)N1SN=CC1 2-oxazol-3-yl-(1,2,5-thiadiazol)